C1(=CC=CC=C1)C(COC)(COC)CCC(C)C 2-phenyl-2-isoamyl-1,3-dimethoxypropane